FC(C1=CC=C(C=C1)N1C=2N(CC(C1)NCC(=O)O)N=CC2)(F)F (4-(4-(trifluoromethyl)phenyl)-4,5,6,7-tetrahydropyrazolo[1,5-a]pyrimidin-6-yl)glycine